2-cyano-3-(6-(2-(5-(4-(diphenylamino)phenyl)thiophen-2-yl)vinyl)9-ethyl-9H-carbazol-3-yl)acrylic acid C(#N)C(C(=O)O)=CC=1C=CC=2N(C3=CC=C(C=C3C2C1)C=CC=1SC(=CC1)C1=CC=C(C=C1)N(C1=CC=CC=C1)C1=CC=CC=C1)CC